C(C1=CC=CC=C1)OC(=O)C=1C=C(C=CC1C)N1C(CN(CC1)C(=O)OC(C)(C)C)C tert-butyl 4-(3-benzyloxycarbonyl-4-methyl-phenyl)-3-methyl-piperazine-1-carboxylate